BrC=1SC2=C(N1)CCCC2 2-bromo-4,5,6,7-tetrahydrobenzo[d]Thiazole